3-(methoxymethyl)-4-nitro-1-((2-(trimethylsilyl)ethoxy)methyl)-1H-pyrazole COCC1=NN(C=C1[N+](=O)[O-])COCC[Si](C)(C)C